1-(3-(6-chlorofuro[3,2-b]pyridin-3-yl)phenyl)-N-ethylmethanesulfonamide ClC=1C=C2C(=NC1)C(=CO2)C=2C=C(C=CC2)CS(=O)(=O)NCC